C(=C)OC(C1=CC=C(C=C1)OC)=O vinyl-4-methoxybenzoate